tert-butyl N-[2-[3-[4-[[2-chloro-4-[[5-[6-(dimethylamino)-2,5-difluoro-3-pyridyl]-1-methyl-imidazole-2-carbonyl]amino]benzoyl]amino]-1-piperidyl]-3-oxo-propoxy]ethyl]carbamate ClC1=C(C(=O)NC2CCN(CC2)C(CCOCCNC(OC(C)(C)C)=O)=O)C=CC(=C1)NC(=O)C=1N(C(=CN1)C=1C(=NC(=C(C1)F)N(C)C)F)C